ClC1=C(C(=O)O[C@H](CC(=O)OCC)C)C=C(C=C1)B1OC(C(O1)(C)C)(C)C [(1S)-3-ethoxy-1-methyl-3-oxo-propyl] 2-chloro-5-(4,4,5,5-tetramethyl-1,3,2-dioxaborolan-2-yl)benzoate